COC=1C=C(C=C2C(=NC=NC12)N[C@H](C)C=1C=NC(=NC1)C(F)(F)F)C1=NC=C(C=C1)C (R)-8-methoxy-6-(5-methylpyridin-2-yl)-N-(1-(2-(trifluoromethyl)pyrimidin-5-yl)ethyl)quinazolin-4-amine